(R)-1'-(4-(4-(dimethoxymethyl)piperidin-1-yl)phenyl)-3',4'-dihydro-1'H-spiro[cyclopentane-1,2'-Naphthalene]-6'-ol COC(C1CCN(CC1)C1=CC=C(C=C1)[C@H]1C2(CCC3=CC(=CC=C13)O)CCCC2)OC